FC1=C(C=CC(=C1)[C@@H]1NCCC1)C=1N=C2SC3=C(N2C1)C=CC(=C3)C(=O)NCCCN3CCCCC3 (R)-2-(2-fluoro-4-(pyrrolidin-2-yl)phenyl)-N-(3-(piperidin-1-yl)propyl)benzo[d]imidazo[2,1-b]thiazole-7-carboxamide